N1,N1,N1,N3,N3,N3-hexamethylcyclohex-ane-1,3-diaminium C[N+](C1CC(CCC1)[N+](C)(C)C)(C)C